3-((2-methylthiazole-5-carboxamido)methyl)-4,5-dihydroisoxazole CC=1SC(=CN1)C(=O)NCC1=NOCC1